BrC1=CC=C(OCC2COCC=3N(N=CC32)C)C=C1 4-((4-bromophenoxy)methyl)-1-methyl-1,4,5,7-tetrahydropyrano[3,4-c]pyrazole